dodecyl-trimethyl-ammonium methanesulfonate CS(=O)(=O)[O-].C(CCCCCCCCCCC)[N+](C)(C)C